1-[4-(3-{5-[(R)-[1-(2,2-difluoro-ethyl)-3-methyl-azetidin-3-yl]-hydroxy-(4-isopropyl-phenyl)-methyl]-pyridin-3-yl}-[1,2,4]Oxadiazol-5-yl)-piperidin-1-yl]-ethanone FC(CN1CC(C1)(C)[C@@](C=1C=C(C=NC1)C1=NOC(=N1)C1CCN(CC1)C(C)=O)(C1=CC=C(C=C1)C(C)C)O)F